1-(2-methylbenzyl)-5-cyano-1H-indole-3-carbaldehyde CC1=C(CN2C=C(C3=CC(=CC=C23)C#N)C=O)C=CC=C1